C(C)(C)C1=C(C=CC=C1)C1=C2N=CN(C2=NC(=N1)NC1=CC=C(C=C1)N1N=C(C=C1C)C(F)(F)F)C 6-(2-isopropylphenyl)-9-methyl-N-(4-(5-methyl-3-(trifluoromethyl)-1H-pyrazol-1-yl)phenyl)-9H-purin-2-amine